α,α,4-trifluoro-phenylacetic acid FC(C(=O)O)(F)C1=CC=C(C=C1)F